O=C1C(C2SC(CN12)C(=O)[O-])NC(CC1=CC=CC=C1)=O 7-oxo-6-(2-phenylacetamido)-4-thia-1-azabicyclo[3.2.0]heptane-3-carboxylate